(S)-2-((3-((methoxymethyl)sulfonyl)phenoxy)methyl)oxirane COCS(=O)(=O)C=1C=C(OC[C@H]2OC2)C=CC1